ClC1=CC=C(COCCC)C=C1 1-((4-chlorobenzyl)oxy)propan